ClC1=CC(=C(C=C1F)[C@H](NC(=O)[C@@H]1N([C@@H]2C[C@@H]2C1)C(C1=CC(=CC=C1)S(N)(=O)=O)=O)C1CC1)F (1R,3R,5R)-N-((R)-(4-chloro-2,5-difluorophenyl)(cyclopropyl)methyl)-2-(3-sulfamoylbenzoyl)-2-azabicyclo[3.1.0]hexane-3-carboxamide